3,3'-(2-(benzyloxy)propane-1,3-diyl)bis((bromomethyl)benzene) C(C1=CC=CC=C1)OC(CC=1C=C(C=CC1)CBr)CC=1C=C(C=CC1)CBr